C(C1=CC=CC=C1)OC1=C(C(=CC(=C1)Br)C(F)(F)F)F 1-(benzyloxy)-5-bromo-2-fluoro-3-(trifluoromethyl)benzene